C1OCCN2C1=C(C=C2)C(=O)NC=2C=C(C=C(C2)C(F)(F)F)NC(=O)[N-]C2=C[N+](=NO2)CC2=NC=CC=C2 ((3-(3,4-Dihydro-1H-pyrrolo[2,1-c][1,4]oxazine-8-carboxamido)-5-(trifluoromethyl)-phenyl)carbamoyl)(3-(pyridin-2-ylmethyl)-1,2,3-oxadiazol-3-ium-5-yl)amide